COC(=O)C=1C(=CC(=CC1)OCCCC(CO)(F)F)C(=O)OC 4-(4,4-difluoro-5-hydroxy-pentoxy)benzene-1,2-dicarboxylic acid dimethyl ester